ClC=1C=C2C=C(C=C(C2=CC1)O)SCC1=CC=C(C=C1)OC 6-chloro-3-((4-methoxybenzyl)thio)naphthalen-1-ol